tert-butyl 4-(7-bromo-6-chloro-2-(((S)-1-methylpyrrolidin-2-yl)methoxy)-8-((tetrahydrofuran-3-yl)oxy)quinazolin-4-yl)piperazin-1-carboxylate BrC1=C(C=C2C(=NC(=NC2=C1OC1COCC1)OC[C@H]1N(CCC1)C)N1CCN(CC1)C(=O)OC(C)(C)C)Cl